C1(CCC1)OC1=CC=2N(C=C1C(=O)NC=1C(N(C=CC1)C1CC1)=O)C=C(N2)C21COC(C2)(C1)C 7-cyclobutoxy-N-(1-cyclopropyl-2-oxo-1,2-dihydropyridin-3-yl)-2-(1-methyl-2-oxabicyclo[2.1.1]hex-4-yl)imidazo[1,2-a]pyridine-6-carboxamide